N-(1-cyclopropylpiperidine-4-yl)-7-(4-(dimethylamino)but-1-yn-1-yl)-6-methoxy-2-(piperidine-1-yl)quinazolin-4-amine C1(CC1)N1CCC(CC1)NC1=NC(=NC2=CC(=C(C=C12)OC)C#CCCN(C)C)N1CCCCC1